Cl[C@H]1[C@@H](C(C(C1(F)F)(F)F)(F)F)Cl trans-1,2-dichloro-3,3,4,4,5,5-hexafluorocyclopentane